COC=1C=CC(=NC1)C1=NN(C=C1NC(=O)C=1N=C(SC1)C=1C=NNC1)C N-(3-(5-methoxypyridin-2-yl)-1-methyl-1H-pyrazol-4-yl)-2-(1H-pyrazol-4-yl)thiazole-4-carboxamide